COC1=CC(=C(\C=C/C=2C=C(C(=O)OC)C=CC2)C=C1)C Methyl (Z)-3-(4-methoxy-2-methylstyryl)benzoate